COC[C@H]1NCCC[C@H]1NC(OC(C)(C)C)=O tert-butyl ((2S,3R)-2-(methoxymethyl)piperidin-3-yl)carbamate